tert-butyl 4-(6-((4-cyanonaphthalen-1-yl)methoxy)pyridin-2-yl)piperidine-1-carboxylate C(#N)C1=CC=C(C2=CC=CC=C12)COC1=CC=CC(=N1)C1CCN(CC1)C(=O)OC(C)(C)C